2-Hydroxy-2-methyl-[4-(1-methylvinyl)phenyl]propanol OC(C(O)C1=CC=C(C=C1)C(=C)C)(C)C